ethyl 2-bromo-2-(5-(tetrahydrofuran-3-yl)-2-(trifluoromethoxy)phenyl)acetate BrC(C(=O)OCC)C1=C(C=CC(=C1)C1COCC1)OC(F)(F)F